5,5'-dipropyl-biphenyl-2,2'-diol C(CC)C1=CC=C(C(=C1)C=1C(=CC=C(C1)CCC)O)O